(Z)-3-(1-(4-amino-2-fluorobut-2-en-1-yl)-6-cyano-1H-benzo[d]imidazol-4-yl)-N,N-dimethylbenzenesulfonamide Hydrochloride Cl.NC\C=C(\CN1C=NC2=C1C=C(C=C2C=2C=C(C=CC2)S(=O)(=O)N(C)C)C#N)/F